1-((1-(3-(difluoromethyl)-2-fluorophenyl)ethyl)amino)-4-oxo-3,4-dihydropyridine FC(C=1C(=C(C=CC1)C(C)NN1CCC(C=C1)=O)F)F